4-[cyclopropyl-(2-hydroxyethyl)amino]Piperidine-1-carboxylic acid tert-butyl ester C(C)(C)(C)OC(=O)N1CCC(CC1)N(CCO)C1CC1